C(C)(C)(C)N1C(CCCCCCCCCCC1)=O N-tert-butyllaurolactam